C(C)OC[C@H](C(C)C)N1C(=NC=2C=NC=3C=CC=CC3C21)C 1-[(1S)-1-(ethoxymethyl)-2-methyl-propyl]-2-methyl-imidazo[4,5-c]quinoline